C(C)(C)(C)OC(=O)N1CCC(CC1)CC=1NC(=C(N1)C1=CC=C(C=C1)C(=O)OCC)C(=O)OCC.CN(CCCC)C 4-(dimethylamino)butan tert-butyl-4-((5-(ethoxycarbonyl)-4-(4-(ethoxycarbonyl)phenyl)-1H-imidazol-2-yl)methyl)-piperidine-1-carboxylate